vinyl pyrroleAt N1C(=CC=C1)C(=O)OC=C